FC1=CC=C(C=N1)C(=O)C1=CC=NN1CC1(OCCO1)C 5-[(6-fluoropyridin-3-yl)carbonyl]-1-[(2-methyl-1,3-dioxolan-2-yl)methyl]pyrazole